C(C)N(C(C1=CC(=C(C=C1)NCC#CC=1N=C2N(C=CC=C2N[C@H]2[C@H](CN(CC2)C)F)C1C=C)OC)=O)C N-ethyl-4-((3-(8-(((3S,4R)-3-fluoro-1-methylpiperidin-4-yl)amino)-3-vinylimidazo[1,2-a]pyridin-2-yl)prop-2-yn-1-yl)amino)-3-methoxy-N-methylbenzamide